COCC(COC)C=1OC=CC1 1,3-Dimethoxy-2-(2-furyl)propane